C1(CCC1)S(=O)(=O)CC1=C(CNC(CCC)P(OC2=CC=CC=C2)(OC2=CC=CC=C2)=O)C=CC=C1 diphenyl (1-((2-((cyclobutylsulfonyl)methyl)benzyl)amino)butyl)phosphonate